BrC1=C(C=CC=C1F)C1C2=C(CN(C1)C(=O)OC(C)(C)C)SC(=C2C)C#N tert-butyl 4-(2-bromo-3-fluorophenyl)-2-cyano-3-methyl-4,7-dihydrothieno[2,3-c]pyridine-6(5H)-carboxylate